N-ethyl-N-(1-ethylpiperidin-4-yl)-2-(1-phenyl-1H-pyrazol-4-yl)-1,3-thiazole-4-carboxamide C(C)N(C(=O)C=1N=C(SC1)C=1C=NN(C1)C1=CC=CC=C1)C1CCN(CC1)CC